2-((2-(6-((4-Cyano-2-fluorobenzyl)oxy)pyridin-2-yl)-2-azabicyclo[4.1.0]heptan-5-yl)methyl)-1-(thiazol-5-ylmethyl)-1H-benzo[d]imidazole-6-carboxylic acid C(#N)C1=CC(=C(COC2=CC=CC(=N2)N2C3CC3C(CC2)CC2=NC3=C(N2CC2=CN=CS2)C=C(C=C3)C(=O)O)C=C1)F